methyl (5-(benzyloxy)-4,6'-dimethyl-[3,3'-bipyridine]-6-carbonyl)glycinate C(C1=CC=CC=C1)OC=1C(=C(C=NC1C(=O)NCC(=O)OC)C=1C=NC(=CC1)C)C